C(C)(C)(C)C1=C(C(=CC(=C1)C1C(OC2=C1C=CC=C2)C(C(F)(F)F)=NC2=CC=C(C=C2)C(F)(F)F)C(C)(C)C)O 2,6-di-tert-butyl-4-(2-(2,2,2-trifluoro-1-((4-(trifluoromethyl)phenyl)imino)ethyl)-2,3-dihydrobenzofuran-3-yl)phenol